ClC1=NC(=C(C2=C1C=CS2)C2=C(C=C(C=C2)F)OC)C=2OC1=C(CN(CC1)C(=O)OC(C)(C)C)N2 tert-butyl 2-[4-chloro-7-(4-fluoro-2-methoxy-phenyl)thieno[3,2-c]pyridin-6-yl]-6,7-dihydro-4H-oxazolo[4,5-c]pyridine-5-carboxylate